4-chloro-N-(3-fluorophenyl)pyrimidin-2-amine ClC1=NC(=NC=C1)NC1=CC(=CC=C1)F